1,3-bis(4'-vinylphenoxy)propane C(=C)C1=CC=C(OCCCOC2=CC=C(C=C2)C=C)C=C1